Cl.Cl.C(OCCNC(C(CCCN\C(=N\[H])\N)N)=O)(OC1=CC=C(C=C1)C=CC1=CC(=CC(=C1)OC)OC)=O (E)-2-(2-amino-5-guanidinopentanamido)ethyl (4-(3,5-dimethoxystyryl) phenyl) carbonate Dihydrochloride